6-[3-(Difluoromethoxy)-4-fluoro-phenyl]-1-[(2-methylpyrimidin-4-yl)methyl]pyrazolo[4,3-b]pyridine FC(OC=1C=C(C=CC1F)C=1C=C2C(=NC1)C=NN2CC2=NC(=NC=C2)C)F